2-(5-methyl-3-phenyl-1H-pyrrol-2-yl)-1H-benzo[d]imidazole CC1=CC(=C(N1)C1=NC2=C(N1)C=CC=C2)C2=CC=CC=C2